neopentyl α-allyloxymethylacrylate C(C=C)OCC(C(=O)OCC(C)(C)C)=C